N-[6-(2,2-difluoroethoxy)-5-fluoro-2-methoxypyridin-3-yl]-4-(3-fluorophenyl)-1H-pyrrole-3-sulfonamide FC(COC1=C(C=C(C(=N1)OC)NS(=O)(=O)C1=CNC=C1C1=CC(=CC=C1)F)F)F